[3-(3-chloro-4-fluoro-phenyl)-5,7-dihydro-4H-pyrano[3,4-c]pyrazol-1-yl]-(1,4-diazabicyclo-[3.2.2]nonan-4-yl)meth-anone ClC=1C=C(C=CC1F)C=1C2=C(N(N1)C(=O)N1CCN3CCC1CC3)COCC2